1,3-bis(4-isocyanatophenoxy)propane N(=C=O)C1=CC=C(OCCCOC2=CC=C(C=C2)N=C=O)C=C1